1-Ethoxy-3-methyl-1-oxobut-3-en-2-yl-5-[2-chloro-4-(trifluoromethyl)phenoxy]-2-Nitrobenzoat C(C)OC(C(C(=C)C)OC(C1=C(C=CC(=C1)OC1=C(C=C(C=C1)C(F)(F)F)Cl)[N+](=O)[O-])=O)=O